Br[C@H](C)C1=CC(=CC(=C1)F)F |r| racemic-1-(1-bromoethyl)-3,5-difluorobenzene